6-[5-[4-[2-(aminomethyl)-3,3-difluoro-allyl]-5-oxo-tetrazol-1-yl]-3-pyridyl]-8-methyl-3,4-dihydro-1H-quinolin-2-one trifluoroacetate FC(C(=O)O)(F)F.NCC(CN1N=NN(C1=O)C=1C=C(C=NC1)C=1C=C2CCC(NC2=C(C1)C)=O)=C(F)F